(R)-1-(4-bromophenylsulfonyl)-3-fluoropyrrolidine BrC1=CC=C(C=C1)S(=O)(=O)N1C[C@@H](CC1)F